3-(4,4-Difluoropiperidin-1-yl)-4-(4-(2-(4,4-difluoropiperidin-1-yl)-6-methylpyrimidin-4-yl)-1H-pyrazol-1-yl)aniline FC1(CCN(CC1)C=1C=C(N)C=CC1N1N=CC(=C1)C1=NC(=NC(=C1)C)N1CCC(CC1)(F)F)F